2-hydroxy-4-(methylthio)-butyrate OC(C(=O)[O-])CCSC